BrC=1C(=C(C(=C2C(OC(=O)C12)S(=O)(=O)O)Br)Br)Br.[Na] sodium tetrabromo-sulfophthalide